1-(2-oxo-2,3-dihydro-1H-benzo[d]imidazol-5-yl)-3-(4-(phenylamino)-phenyl)urea O=C1NC2=C(N1)C=CC(=C2)NC(=O)NC2=CC=C(C=C2)NC2=CC=CC=C2